2-Chloro-4-(4,4,5,5-tetramethyl-1,3,2-dioxaborolan-2-yl)-N-(2,2,2-trifluoroethyl)benzamide ClC1=C(C(=O)NCC(F)(F)F)C=CC(=C1)B1OC(C(O1)(C)C)(C)C